O[C@H]1[C@H](CN(CC1)C(=O)C1=CN=C(S1)C1=C(C(=C(C(=C1)F)F)O)F)C ((3S,4R)-4-Hydroxy-3-methylpiperidin-1-yl)(2-(2,4,5-trifluoro-3-hydroxyphenyl)thiazol-5-yl)methanone